tert.-Butyl-3-{[2-(4-isopropylphenyl)imidazo-[1,2-a]pyridin-3-yl]methyl}-3,6-diazabicyclo[3.1.1]heptane-6-carboxylate C(C)(C)(C)OC(=O)N1C2CN(CC1C2)CC2=C(N=C1N2C=CC=C1)C1=CC=C(C=C1)C(C)C